5-[(tert-butyldimethylsilyl)oxy]oxepan-4-ol [Si](C)(C)(C(C)(C)C)OC1C(CCOCC1)O